C(C)(C)(C)OC(N(C)CCCC1=CC=C(C=C1)NC1C(NC(CC1)=O)=O)=O.C(C)(C)N1CCN(CC1)C(=O)C1=CN=CO1 (4-isopropylpiperazin-1-yl)(oxazol-5-yl)methanone tert-butyl-N-[3-[4-[(2,6-dioxo-3-piperidyl)amino]phenyl]propyl]-N-methyl-carbamate